(R,S)-7-(3-Bromophenyl)-7H-cyclopenta[b]pyridin-7-ol BrC=1C=C(C=CC1)[C@@]1(C=CC=2C1=NC=CC2)O